CC1=C(C=C(C=C1)[N+](=O)[O-])S(=O)(=O)NCCC1=CC=C(C=C1)S(N)(=O)=O 2-methyl-5-nitro-N-[2-(4-sulfamoylphenyl)ethyl]benzenesulfonamide